CC1=NN=C2N1C1=CC=CC=C1C(=N2)NC2=CC=CC=C2 methyl-N-phenyl-[1,2,4]triazolo[4,3-a]quinazolin-5-amine